3-(6-(aminomethyl)-1-oxoisoindolin-2-yl)piperidine-2,6-dione hydrogen chloride Cl.NCC1=CC=C2CN(C(C2=C1)=O)C1C(NC(CC1)=O)=O